(+-)-3-(3-METHYL-5-INDANYL)PROPANAL C[C@@H]1CCC2=CC=C(C=C12)CCC=O |r|